C(C)(C)(C)C12CN(CC(N1C(=O)OCCOCC(N)C(=O)OCC1C3=CC=CC=C3C3=CC=CC=C13)C2)C=2OC1=C(N2)C(=C(C=C1C1=NC=CC=C1)Cl)C(F)(F)F 2-(Fmoc-2-aminoethoxy)ethanol tert-Butyl-3-(5-chloro-7-(pyridin-2-yl)-4-(trifluoromethyl)benzo[d]oxazol-2-yl)-3,6-diazabicyclo[3.1.1]heptane-6-carboxylate